thia-8-oxoguanosine S=C1N([C@H]2[C@H](O)[C@H](O)[C@@H](CO)O2)C2=NC(=NC(C2=N1)=O)N